CC(C)CCC[C@@H](C)[C@H]1CC[C@H]2[C@@H]3[C@@H]4C=C5C[C@@H](O)CC[C@]5(CO4)[C@H]3CC[C@]12C 7β,19-epoxy-cholesterol